BrC1=C2CCC(C2=CC=C1)CO (4-bromo-2,3-dihydro-1H-inden-1-yl)methanol